monoethylene glycol diformate C(=O)OCCOC=O